4-hydroxyisoxazole-3-carboxylic acid ethyl ester C(C)OC(=O)C1=NOC=C1O